(1-(propylsulfonyl)-1,6-diazaspiro[3.4]octan-6-yl)-7H-pyrrolo[2,3-d]pyrimidine C(CC)S(=O)(=O)N1CCC12CN(CC2)C=2N=CC1=C(N2)NC=C1